COCCN1N=CC(=C1)C1=CN2C(S1)=C(C=N2)C(=O)NC=2C(=NC=C(C2)NC(CN2[C@@H](CCC2)C)=O)C (R)-2-(1-(2-methoxyethyl)-1H-pyrazol-4-yl)-N-(2-methyl-5-(2-(2-methylpyrrolidin-1-yl)acetamido)pyridin-3-yl)pyrazolo[5,1-b]thiazole-7-carboxamide